(S,E)-N'-((4-chlorophenyl)sulfonyl)-3-(4-fluorophenyl)-4-phenyl-N-((1r,3S)-3-(sulfamoylamino)cyclobutyl)-4,5-dihydro-1H-pyrazole-1-carboximidamide ClC1=CC=C(C=C1)S(=O)(=O)\N=C(/NC1CC(C1)NS(N)(=O)=O)\N1N=C([C@H](C1)C1=CC=CC=C1)C1=CC=C(C=C1)F